S1C2=C(C=C1)C=C(C=C2)CNC(=O)[C@@H]2CN(CCC2)C=2C=1C(N=CN2)=NN(C1)C1=CC=C(C=C1)C(F)(F)F (S)-N-(benzo[b]thiophen-5-ylmethyl)-1-(2-(4-(trifluoromethyl)phenyl)-2H-pyrazolo[3,4-d]pyrimidin-4-yl)piperidine-3-carboxamide